C(C=C)N1[C@H](C[C@@](C[C@H]1C=1N=NN(C1)C)(O)C1=CC=C(C=C1)C(F)(F)F)C (2s,4s,6s)-1-allyl-2-methyl-6-(1-methyltriazol-4-yl)-4-[4-(trifluoromethyl)phenyl]piperidin-4-ol